1-(4,5-dibromothiophen-2-yl)propan-1-one BrC=1C=C(SC1Br)C(CC)=O